tert-butyl (3aR,7aR)-1-(6-chloro-5-methyl-1,2,4-triazin-3-yl)octahydro-6H-pyrrolo[2,3-c]pyridine-6-carboxylate ClC1=C(N=C(N=N1)N1CC[C@H]2[C@@H]1CN(CC2)C(=O)OC(C)(C)C)C